3-methyl-1-benzylphospholene oxide CC1=CP(CC1)(CC1=CC=CC=C1)=O